N1=CN=CC(=C1)CNC(=O)[C@@H]1CC12CCN(CC2)C(=O)OC(C(F)(F)F)C(F)(F)F |o1:10| 1,1,1,3,3,3-hexafluoro-propan-2-yl (R or S)-1-((pyrimidin-5-ylmethyl)carbamoyl)-6-azaspiro[2.5]-octane-6-carboxylate